Imino(methyl)(pyridin-3-yl)-λ6-sulfanone N=S(=O)(C=1C=NC=CC1)C